N-[2-methoxy-6-(2-methoxythiazol-5-yl)-3-pyridinyl]-5-methyl-3-phenyl-isoxazole-4-carboxamide COC1=NC(=CC=C1NC(=O)C=1C(=NOC1C)C1=CC=CC=C1)C1=CN=C(S1)OC